N-hydroxy-4-(3-methylbenzyl)-3,4-dihydro-2H-benzo[b][1,4]oxazine-6-carboxamide ONC(=O)C1=CC2=C(OCCN2CC2=CC(=CC=C2)C)C=C1